NC=1C=CC=C2C(C=C(OC12)C(=O)NCC1CCCCC1)=O 8-amino-N-(cyclohexylmethyl)-4-oxo-4H-chromene-2-carboxamide